lithium nickel-manganese-aluminium [Al].[Mn].[Ni].[Li]